C(C)(C)(C)C1=CC=C(C=C1)C1=NN=C(O1)C1=CC(=CC=C1)C=1OC(=NN1)C1=CC=C(C=C1)C(C)(C)C 1,3-bis[5-(4-tert-butylphenyl)-1,3,4-oxadiazol-2-yl]benzene